(propan-2-yl)carbamic acid CC(C)NC(O)=O